ClC1=CC2=C(N=C(O2)OC2=CC=C(OC(C(=O)Cl)C)C=C2)C=C1 2-(4-((6-chlorobenzo[d]oxazol-2-yl)oxy)phenoxy)propionyl chloride